(1s,3s)-3-((6-(5-(3-benzylureido)-1-methyl-1H-1,2,3-triazol-4-yl)-2-methylpyridin-3-yl)oxy)cyclohexane-1-carboxylic acid C(C1=CC=CC=C1)NC(NC1=C(N=NN1C)C1=CC=C(C(=N1)C)O[C@@H]1C[C@H](CCC1)C(=O)O)=O